4-chloro-6-iodo-1-methyl-1H-indol ClC1=C2C=CN(C2=CC(=C1)I)C